3-acetamidopyrone C(C)(=O)NC=1C(OC=CC1)=O